rac-N-(5-(difluoromethoxy)-1H-pyrazol-3-yl)-6-(((3R,5R)-3,5-dimethylpiperidin-4-yl)oxy)pyrazin-2-amine FC(OC1=CC(=NN1)NC1=NC(=CN=C1)OC1[C@@H](CNC[C@H]1C)C)F